1,3-diphenyl-4-thiocyano-1H-pyrazole-5-amine C1(=CC=CC=C1)N1N=C(C(=C1N)SC#N)C1=CC=CC=C1